1-(4-(1-(2,6-dichlorophenyl)azetidin-3-yl)-2,6-dimethylbenzyl)pyrrolidine-3-carboxylic acid, formic acid salt C(=O)O.ClC1=C(C(=CC=C1)Cl)N1CC(C1)C1=CC(=C(CN2CC(CC2)C(=O)O)C(=C1)C)C